O1[C@@H](CC=C1)C=1C=NC(=NC1)N(CC1=C(C=C(C=C1)OC)OC)CC1=C(C=C(C=C1)OC)OC 5-[(2S)-2,3-dihydrofuran-2-yl]-N,N-bis[(2,4-dimethoxyphenyl)methyl]pyrimidin-2-amine